dodecyldimethylhydroxyethylammonium butyl-phosphate salt C(CCC)OP(=O)([O-])[O-].C(CCCCCCCCCCC)[N+](CCO)(C)C.C(CCCCCCCCCCC)[N+](C)(C)CCO